C(C1=CC=CC=C1)(=O)C1=CC=C(C(=O)NCC(=O)N2CC3(OCCO3)C[C@H]2C(=O)N[C@H](C)C=2SC=C(C2)C(N)=N)C=C1 (S)-7-((4-benzoylbenzoyl)glycyl)-N-((R)-1-(4-carbamimidoylthiophen-2-yl)ethyl)-1,4-dioxa-7-azaspiro[4.4]nonane-8-carboxamide